(6-methyl-3-(2H-1,2,3-triazol-2-yl)pyridin-2-yl)((1S,4R,6R)-6-((5-(trifluoromethyl)pyridin-2-yl)amino)-2-azabicyclo[2.2.2]octan-2-yl)methanone CC1=CC=C(C(=N1)C(=O)N1[C@@H]2[C@@H](C[C@H](C1)CC2)NC2=NC=C(C=C2)C(F)(F)F)N2N=CC=N2